C1CCC2=C(C=3CCCC3C=C12)NC(=O)NS(=O)(=N)C=1C=NN2C1OCC(CC2)OC N-((1,2,3,5,6,7-hexahydro-s-indacen-4-yl)carbamoyl)-6-methoxy-5,6,7,8-tetrahydropyrazolo[5,1-b][1,3]oxazepine-3-sulfonimidamide